OCCN1COC2=C(C1)C=C(C=C2)C(CCC(=O)OC)(C)C=2C=CC1=C(CN(CO1)CCO)C2 methyl 4,4-bis(3-(2-hydroxyethyl)-3,4-dihydro-2H-benzo[e][1,3]oxazin-6-yl)pentanoate